CC1=C(C2=C(SC(=C2)NC(OC(C)(C)C)=O)C=C1)B1OC(C(O1)(C)C)(C)C tert-butyl (5-methyl-4-(4,4,5,5-tetramethyl-1,3,2-dioxaborolan-2-yl)benzo[b]thiophen-2-yl)carbamate